O1C(=NC=C1)C1=C(C(=O)O)C=CC=C1 (oxazol-2-yl)benzoic acid